O1C(OCC1)COC1=CC=C(C=C1)B(O)O 4-([1,3]DIOXOLAN-2-YLMETHOXY)-PHENYLBORONIC ACID